N1=C(C=CC(=C1)S(=O)(=O)N1CC(CC1)C(=O)N1CCN(CC1)C1=CC=NC2=CC=CC=C12)C=1C=NC=CC1 (1-([2,3'-bipyridin]-5-ylsulfonyl)pyrrolidin-3-yl)(4-(quinolin-4-yl)piperazin-1-yl)methanone